8-fluoro-4-((1S,5R)-1-methyl-diazabicyclo[3.2.1]oct-3-yl)pyridin FC1[C@]2(NN(C[C@H]1CC2)C2=CC=NC=C2)C